C(C1=CC=CC=C1)C=1N=C(SC1)C1=CN(C=2N=C(N=CC21)Cl)[C@H]2[C@@H]([C@@H]([C@H](C2)C2CCN(CC2)CC(F)(F)F)O)O (1R,2S,3R,5R)-3-(5-(4-Benzylthiazol-2-yl)-2-chloro-7H-pyrrolo[2,3-d]pyrimidin-7-yl)-5-(1-(2,2,2-trifluoroethyl)piperidin-4-yl)cyclopentane-1,2-diol